7-chloro-4-cyclopropyl-4,5-dihydro-3H-benzo[e][1,4]diazepin-2-amine, dihydrochloride salt Cl.Cl.ClC1=CC2=C(N=C(CN(C2)C2CC2)N)C=C1